FC=1C=CC2=C(N(C(N2)=O)CC2=CC=C(CNS(=O)(=O)CCC)C=C2)C1 N-(4-((6-fluoro-2-oxo-2,3-dihydro-1H-benzo[d]imidazol-1-yl)methyl)benzyl)propane-1-sulfonamide